COC(=O)C1=CC=C2C(=N1)C=NN2CC(C)C#N 1-(2-cyanopropyl)-1H-pyrazolo[4,3-b]Pyridine-5-carboxylic acid methyl ester